C(=CC)N1C[C@@H](CCC1)N1N=C(C=2C1=NC=NC2N)C(=O)NC=2OC1=C(N2)C=C(C=C1)OC (R)-1-(1-propenylpiperidin-3-yl)-4-amino-N-(5-methoxybenzo[d]oxazol-2-yl)-1H-pyrazolo[3,4-d]pyrimidine-3-carboxamide